3-chloro-6-(methylthio)-1H-pyrazolo[3,4-d]pyrimidine ClC1=NNC2=NC(=NC=C21)SC